C(#N)CC(=O)N/N=C/1\CCCC=2C=CC=NC12 (E)-2-cyano-N'-(6,7-dihydroquinolin-8(5H)-ylidene)acethydrazide